COCCOC1=NC=C(C=N1)C1=NC=CC=C1 2-(2-methoxyethoxy)-5-(pyridin-2-yl)pyrimidine